FC1=CC(=C2C=CCC2=C1)[C@@H](C)C=1N=CNC1 4-[(1R)-1-(6-Fluoro-1H-inden-4-yl)ethyl]-1H-imidazole